1,2,5,6-tetrahydrophthalic anhydride C1(C2C(C(=O)O1)C=CCC2)=O